5-(2-chlorophenyl)-4H-[1,2,4]-triazole-3-thiol ClC1=C(C=CC=C1)C=1NC(=NN1)S